N,O-dimethylhydroxylamine hydrogen chloride Cl.CNOC